COC(=O)C1CC(C1)C(NC1=C(C=C(C(=C1)OC)Br)I)=S (1R,3R)-3-((4-bromo-2-iodo-5-methoxyphenyl)thiocarbamoyl)cyclobutanecarboxylic acid methyl ester